4,5,6-trifluoro-1H-indole-3-carbaldehyde FC1=C2C(=CNC2=CC(=C1F)F)C=O